FC=1C=CC(=NC1)C=1C=C2C(=NC=NC2=C(C1)OC)NCC1=NN(C=C1)C 6-(5-fluoro-2-pyridyl)-8-methoxy-N-[(1-methylpyrazol-3-yl)methyl]quinazolin-4-amine